C(C)(C)(C)N(C(O)=O)[C@H]1[C@H](CCCC1)NC(C1=CC=C(C=C1)C1=NC(=CN=C1)C=1C=NC=C(C1)F)=O.BrC=1C=C(C=CC1OC1=C(C=C(C=C1C)SC)C)C(C)=O 1-(3-bromo-4-(2,6-dimethyl-4-(methylthio)phenoxy)phenyl)ethan-1-one tert-butyl-((1R,2S)-2-(4-(6-(5-fluoropyridin-3-yl)pyrazin-2-yl)benzamido)cyclohexyl)carbamate